N1=CC=CC=2CN(CCC12)C1=C(C=C(C=N1)C(=O)NCC1=CC=C(C=C1)N1N=CC=C1)C 6-(7,8-dihydro-5H-1,6-naphthyridin-6-yl)-5-methyl-N-[(4-pyrazol-1-ylphenyl)methyl]pyridine-3-carboxamide